N1(N=NC=C1)CC1=CC=C(CN2C(NC3=C2C=CC=C3)=O)C=C1 1-(4-((1H-1,2,3-triazol-1-yl)methyl)benzyl)-1H-benzo[d]imidazol-2(3H)-one